C(C1=CC=CC=C1)(C1=CC=CC=C1)(C1=CC=CC=C1)NCCCC(CCCN)N 1-(3-(tritylamino)propyl)butane-1,4-diamine